1-(2-((2-fluoro-4-((2-(2,3,5,6-tetrafluorophenyl)propan-2-yl)sulfonyl)phenyl)thio)-5-methoxy-6-((5-methyl-1H-pyrazol-3-yl)amino)pyrimidin-4-yl)piperidin-4-yl acetate C(C)(=O)OC1CCN(CC1)C1=NC(=NC(=C1OC)NC1=NNC(=C1)C)SC1=C(C=C(C=C1)S(=O)(=O)C(C)(C)C1=C(C(=CC(=C1F)F)F)F)F